4-(3-Aminophenyl)-N-(1-Ethyl-1H-pyrazol-4-yl)-1H-pyrazolo[3,4-d]pyrimidin-6-amine NC=1C=C(C=CC1)C1=C2C(=NC(=N1)NC=1C=NN(C1)CC)NN=C2